C(C1=CC=CC=C1)C=1NC(=NN1)C(=O)N[C@H]1C(N(C=2N(CC1)N=CC2C)C)=O (R)-5-benzyl-N-(3,4-dimethyl-5-oxo-5,6,7,8-tetrahydro-4H-pyrazolo[1,5-a][1,3]diazepin-6-yl)-4H-1,2,4-triazole-3-carboxamide